C(#N)C=1C(=CC(=NC1)NC(=O)N1CCCC2=CC(=C(N=C12)C=O)CN1C(OCC1)=C=O)N1C[C@@H](CC1)OC (R)-N-(5-Cyano-4-(3-methoxypyrrolidin-1-yl)pyridin-2-yl)-7-formyl-6-((2-carbonyloxazolidin-3-yl)methyl)-3,4-dihydro-1,8-naphthyridin-1(2H)-carboxamide